C1(CC1)N1N=CC(=C1)C1=CC(=NC=C1)N(C(=O)[C@@H]1CC[C@H](CC1)NC(OC(C)(C)C)=O)C[C@@H]1CC[C@H](CC1)C1=CC(=C(C=C1)OC)C tert-Butyl (trans-4-((4-(1-cyclopropyl-1H-pyrazol-4-yl)pyridin-2-yl)((trans-4-(4-methoxy-3-methylphenyl)cyclohexyl)methyl) carbamoyl)cyclohexyl)carbamate